C1NN=CC2=CC=CC=C12 2H-phthalazine